C(C1=CC=CC=C1)N1N=C(C=C1C(=O)NCC)C(=O)NC 1-benzyl-N5-ethyl-N3-methyl-1H-pyrazole-3,5-dicarboxamide